C1(=CC=CC2=CC=CC=C12)[O-].[Na+] sodium alpha-naphtholate